ClC1=CC2=C(N=N1)N(C=N2)CC2CCN(CC2)C(C)=O 1-[4-({3-Chloro-7H-imidazo[4,5-c]pyridazin-7-yl}methyl)piperidin-1-yl]ethan-1-one